C1(CC1)[C@@H](C)NC1=NC(=NC(=N1)N[C@H](C)C1CC1)C1=CC=CC(=N1)C=O 6-(4,6-bis(((R)-1-cyclopropylethyl)amino)-1,3,5-triazin-2-yl)picolinaldehyde